(4bS,7aR)-2-Chloro-3-(3-methoxypropoxy)-7,7-dimethyl-11-oxo-4b,5,6,7,7a,11-hexahydrocyclopenta[f]pyrido[1,2-h][1,7]naphthyridine-10-carboxylic acid ClC1=NC=2C=3N([C@@H]4[C@H](C2C=C1OCCCOC)CCC4(C)C)C=C(C(C3)=O)C(=O)O